CNC1=C(C(=O)O)C=CC=N1 2-(methylamino)nicotinic acid